4-(2-bromo-4-fluorophenyl)-3,3-dimethyltetrahydrofuran BrC1=C(C=CC(=C1)F)C1C(COC1)(C)C